(2S)-N-[(3-Chloro-1H-indol-5-yl)methyl]azetidine-2-carboxamide Hydrochloride Cl.ClC1=CNC2=CC=C(C=C12)CNC(=O)[C@H]1NCC1